2,2,4,4,5-pentamethylhex-5-en-3-one oxime CC(C)(C(C(C(=C)C)(C)C)=NO)C